N-((6-chlorobenzo[b]thiophen-2-yl)methyl)-1-((6-cyclopropylimidazo[1,2-a]pyridin-2-yl)methyl)-1H-1,2,3-triazole-4-carboxamide ClC=1C=CC2=C(SC(=C2)CNC(=O)C=2N=NN(C2)CC=2N=C3N(C=C(C=C3)C3CC3)C2)C1